FC1=C(C(=CC(=C1)OC)F)[C@H]1[C@@H](C(NC1)=O)NC1=NN=C(O1)C1=CC=C(OC2=NC=CC(=C2)C#N)C=C1 2-[4-(5-{[(3S,4R)-4-(2,6-difluoro-4-methoxyphenyl)-2-oxopyrrolidin-3-yl]amino}-1,3,4-oxadiazol-2-yl)phenoxy]pyridine-4-carbonitrile